(-)-(trans)-4-[3-(2-methoxyethoxy)phenyl]-2-methyl-3-{[(3-oxo-2,3-dihydro-1H-isoindol-5-yl)oxy]methyl}piperidine-1-carboxylic acid tert-butyl ester C(C)(C)(C)OC(=O)N1C(C(C(CC1)C1=CC(=CC=C1)OCCOC)COC=1C=C2C(NCC2=CC1)=O)C